FC(C1=CC=C(OC2=CC=C3CCN(CC3=C2)C(=O)OC(C)(C)C)C=C1)(F)F tert-butyl 7-[4-(trifluoromethyl)phenoxy]-3,4-dihydro-1H-isoquinoline-2-carboxylate